NC1=C(C=2C(=NC=C(C2S1)F)C=1C2=C(C=3C=NC(=NC3C1F)OC[C@H]1N(C[C@H](C1)O)C)COC2)C#N 2-Amino-7-fluoro-4-[5-fluoro-3-[[(2S,4S)-4-hydroxy-1-methyl-pyrrolidin-2-yl]methoxy]-7,9-dihydrofuro[3,4-f]quinazolin-6-yl]thieno[3,2-c]pyridine-3-carbonitrile